CC1N(CCCC1)C(C(C)OC1=C(C=C2C(=CC(OC2=C1)=O)C1=CC=CC=C1)Cl)=O methyl-1-[2-(6-chloro-2-oxo-4-phenyl-chromen-7-yl)oxypropanoyl]piperidine